N-(4-{4-cyano-2-[4-(difluoromethyl)-4H-1,2,4-triazol-3-yl]phenyl}-6-cyclopropyl-2-pyridyl)-1-cyclopropyl-5-[(2-methoxyethylamino)methyl]-2-oxo-1,2-dihydronicotinamide C(#N)C1=CC(=C(C=C1)C1=CC(=NC(=C1)C1CC1)NC(C=1C(N(C=C(C1)CNCCOC)C1CC1)=O)=O)C1=NN=CN1C(F)F